FC=1C=C2C(=C(N(C2=C(C1)F)C(=O)OC(C)(C)C)C1=CC=C(C=C1)F)I tert-Butyl 5,7-difluoro-2-(4-fluorophenyl)-3-iodo-indole-1-carboxylate